[Ti].O=C1N(CCC(N1)=O)C1=NN(C2=CC(=CC=C12)C1CCN(CC1)CC(CC=1C=C(C=CC1)S(=O)(=O)N1CCC(CC1)NC(OC(C)(C)C)=O)(C)C)C tert-Butyl (1-((3-(3-(4-(3-(2,4-dioxotetrahydropyrimidin-1(2H)-yl)-1-methyl-1H-indazol-6-yl)piperidin-1-yl)-2,2-dimethylpropyl)phenyl)sulfonyl)piperidin-4-yl)carbamate Titanium